FC=1C=C(CCC=2C=C(C(NN2)=O)O)C=C(C1)F 6-(3,5-difluorophenethyl)-4-hydroxypyridazin-3(2H)-one